6-(2-(1H-tetrazol-5-yl)phenyl)-N2-benzyl-N2-isobutyl-N4-(p-tolyl)pyridine-2,4-diamine N1N=NN=C1C1=C(C=CC=C1)C1=CC(=CC(=N1)N(CC(C)C)CC1=CC=CC=C1)NC1=CC=C(C=C1)C